COC1=C(CNC2=NC=3C=C(C=CC3C=3N2N=C(N3)C3CC(C3)O)OC)C=CC(=C1)OC 3-(5-((2,4-dimethoxybenzyl)amino)-8-methoxy-[1,2,4]triazolo[1,5-c]quinazolin-2-yl)cyclobutan-1-ol